(3R)-N-[2-(1-benzylpiperidin-4-yl)ethyl]-1-[3-(trifluoromethoxy)phenyl]pyrrolidine-3-carboxamide C(C1=CC=CC=C1)N1CCC(CC1)CCNC(=O)[C@H]1CN(CC1)C1=CC(=CC=C1)OC(F)(F)F